BrC1=NN2C(C=NC=C2)=N1 2-bromo-[1,2,4]triazolo[1,5-a]pyrazine